(S)- and (R)-2-((4-chlorophenethyl)amino)-2-(1-methyl-1H-pyrazol-4-yl)-N-(5-(1-methyl-1H-pyrazol-4-yl)-pyridin-2-yl)-acetamide ClC1=CC=C(CCN[C@H](C(=O)NC2=NC=C(C=C2)C=2C=NN(C2)C)C=2C=NN(C2)C)C=C1 |r|